COCOC(CCCC)C=C 5-(methoxymethoxy)hept-6-en